N-(3-cyanophenyl)-4-(N-(3,4-dimethylphenyl)sulfamoyl)benzamide C(#N)C=1C=C(C=CC1)NC(C1=CC=C(C=C1)S(NC1=CC(=C(C=C1)C)C)(=O)=O)=O